N-(2-(5-(3,3-difluoroazetidin-1-yl)-2H-pyrazolo[3,4-b]pyridin-2-yl)pyridin-4-yl)azetidine-1-carboxamide FC1(CN(C1)C1=CC=2C(N=C1)=NN(C2)C2=NC=CC(=C2)NC(=O)N2CCC2)F